C(C)(=O)[O-].C(CCCC)[N+]1(CCCC1)C 1-Pentyl-1-methylpyrrolidinium acetat